The molecule is an organic heterotetracyclic compound that is found in Fructus Schisandrae and Schisandra chinensis. It has a role as a nephroprotective agent, an apoptosis inhibitor, a plant metabolite, an anti-asthmatic agent, an antioxidant, an anti-inflammatory agent, a neuroprotective agent, a hepatoprotective agent and an antilipemic drug. It is an organic heterotetracyclic compound, an aromatic ether, an oxacycle and a cyclic acetal. C[C@H]1CC2=CC3=C(C(=C2C4=C(C(=C(C=C4C[C@H]1C)OC)OC)OC)OC)OCO3